C(C)(C)(C)OC(=O)CN1CCNCCCN(CCN(CCC1)CCCSS(=O)(=O)C1=CC=C(C)C=C1)CC(=O)OC(C)(C)C 4,11-bis(tert-butoxycarbonylmethyl)-8-[3-(tosylthio)propyl]-1,4,8,11-tetraazacyclotetradecane